C(CCCCCCCCCCCCCCC)(=O)OC[C@@H](OC(CCCCCCCCCCCCCCC)=O)COP(=O)(O)O.FC(C1=NC2=CC=CC=C2C=N1)(F)F 2-(trifluoromethyl)quinazoline 1,2-Dipalmitoyl-sn-glycero-3-phosphate